7-(4-(tert-butoxycarbonyl)piperazin-1-yl)imidazo[1,2-a]pyridine-3-carboxylic acid ethyl ester C(C)OC(=O)C1=CN=C2N1C=CC(=C2)N2CCN(CC2)C(=O)OC(C)(C)C